2-methylhept-2-en-6-one CC(C)=CCCC(C)=O